[2-(dimethylamino)ethyl]isothiourea dihydrochloride Cl.Cl.CN(CCNC(S)=N)C